Cl.CN1N=C2C(=CC(=CC2=C1)C=1C=CC(=C(C1)C1=C(C=CC=C1)O)C=1N=NC(=CC1)C1CN(C1)CC)C 5-(2,7-dimethyl-2H-indazol-5-yl)-2-(6-(1-ethylazetidin-3-yl)pyridazin-3-yl)phenylphenol hydrochloride